C(C)(C)(C)C=1C=C(CSCC2=CC(=C(C(=C2)C(C)(C)C)O)C(C)(C)C)C=C(C1O)C(C)(C)C Bis(3,5-di-tert-butyl-4-hydroxybenzyl) sulfide